4-bromo-3-chloro-N-(3-(2-methoxyphenethyl)-4-oxo-3,4-dihydroquinazolin-5-yl)benzamide BrC1=C(C=C(C(=O)NC2=C3C(N(C=NC3=CC=C2)CCC2=C(C=CC=C2)OC)=O)C=C1)Cl